N-[4-(1,1-dioxo-1,4-thiazinane-4-carbonyl)-3-[4-(trifluoromethyl)pyrazol-1-yl]phenyl]cyclopropanecarboxamide O=S1(CCN(CC1)C(=O)C1=C(C=C(C=C1)NC(=O)C1CC1)N1N=CC(=C1)C(F)(F)F)=O